ClC=1N(C(=C(N1)C1CC2CC(CC2C1)(C=1C(=NN(C1)C)C(F)(F)F)O)C(=O)NC1=CC(=C(C=C1)F)Cl)C 2-Chloro-N-(3-chloro-4-fluorophenyl)-4-(5-hydroxy-5-(1-methyl-3-(trifluoromethyl)-1H-pyrazol-4-yl)octahydropentalen-2-yl)-1-methyl-1H-imidazole-5-carboxamide